2-((3R,4S)-3-Fluoro-4-((4-methoxy-5-(1-(2,2,2-trifluoroethyl)-1H-benzo[d][1,2,3]triazol-6-yl)pyrrolo[2,1-f][1,2,4]triazin-2-yl)amino)piperidin-1-yl)-N,N-dimethylacetamide F[C@@H]1CN(CC[C@@H]1NC1=NN2C(C(=N1)OC)=C(C=C2)C=2C=CC1=C(N(N=N1)CC(F)(F)F)C2)CC(=O)N(C)C